2-[[(8S,8aS)-1,2,3,5,6,7,8,8a-Octahydroindolizin-8-yl]amino]oxazolo[4,5-b]pyridin C1CCN2CCC[C@@H]([C@H]12)NC=1OC=2C(=NC=CC2)N1